N-(2-(4-(2-(8-(2-hydroxypropan-2-yl)-[1,2,4]triazolo[1,5-a]pyridin-6-yl)-3-isopropyl-1H-indol-5-yl)piperidin-1-yl)ethyl)methanesulfonamide OC(C)(C)C=1C=2N(C=C(C1)C=1NC3=CC=C(C=C3C1C(C)C)C1CCN(CC1)CCNS(=O)(=O)C)N=CN2